4,5-diacetyl-9,10-dihydro-9,10-dioxo-2-anthracenecarboxylic acid C(C)(=O)C1=CC(=CC=2C(C3=CC=CC(=C3C(C12)=O)C(C)=O)=O)C(=O)O